(R)-6-bromo-N-(1-(3-(difluoromethyl)-2-fluorophenyl)ethyl)-7-methoxy-2-methyl-quinazolin-4-amine BrC=1C=C2C(=NC(=NC2=CC1OC)C)N[C@H](C)C1=C(C(=CC=C1)C(F)F)F